C(C)(C)(C)OC(=O)N1C(CN(CC1)C=1C2=C(N=CN1)N(C=C2C2CC2)C=2C=NC=C(C2)C)C 4-[5-cyclopropyl-7-(5-methylpyridin-3-yl)-7H-pyrrolo[2,3-d]pyrimidin-4-yl]-2-methylpiperazine-1-carboxylic acid tert-butyl ester